1-tetrahydropyran-2-yl-3-vinyl-pyrazolo[3,4-c]pyridine O1C(CCCC1)N1N=C(C=2C1=CN=CC2)C=C